2-ethoxybenzylidene-succinic acid dimethyl ester COC(C(CC(=O)OC)=CC1=C(C=CC=C1)OCC)=O